7-methyl-2-(methylsulfonyl)-7,9-dihydro-8H-purin-8-one CN1C(NC2=NC(=NC=C12)S(=O)(=O)C)=O